N-(isopropoxy{5-[5-(trifluoromethyl)-1,2,4-oxadiazole-3-yl]thiophen-2-yl}methyl)formamide C(C)(C)OC(NC=O)C=1SC(=CC1)C1=NOC(=N1)C(F)(F)F